N-(3-(difluoromethoxy)-4-morpholinophenyl)-6-(1H-indazol-6-yl)-[1,2,4]triazolo[1,5-a]pyrazin-8-amine FC(OC=1C=C(C=CC1N1CCOCC1)NC=1C=2N(C=C(N1)C1=CC=C3C=NNC3=C1)N=CN2)F